NC1CCN(CC1)CCN1CCN(CC1)C1=CC(=C(C=C1)NC1C(NC(CC1)=O)=O)F 3-((4-(4-(2-(4-aminopiperidin-1-yl)ethyl)piperazin-1-yl)-2-fluorophenyl)amino)piperidine-2,6-dione